NC1=C(C=C(C=N1)NC(C(=O)N1[C@H](CC[C@@H](C1)C)C1=CC=C(C=C1)N1CC2(CCC1)CCN(CC2)C)=O)CC N-(6-amino-5-ethyl-3-pyridyl)-2-[(2R,5S)-5-methyl-2-[4-(9-methyl-2,9-Diazaspiro[5.5]Undecan-2-yl)phenyl]-1-piperidyl]-2-oxo-acetamide